C(C)(C)(C)OC(=O)N1CC2=CC=C(C=C2CC1)C(=O)O 2-tert-butoxycarbonyl-3,4-dihydro-1H-isoquinoline-6-carboxylic acid